CN(CCOC1=CC=C(NC=2C(=NC(=C(N2)NC)C=2C3=C(C=NC2)N(C=N3)C)C(=O)OC)C=C1)C Methyl 3-[4-[2-(dimethylamino)ethoxy]anilino]-5-(methylamino)-6-(3-methylimidazo[4,5-c]pyridin-7-yl)pyrazine-2-carboxylate